CC1=C(C(=O)N[C@H](C)C2=CC=CC3=CC=CC=C23)C=C(C=C1)NS(=O)(=O)N1CCCC1 (R)-2-methyl-N-(1-(naphthalen-1-yl)ethyl)-5-(pyrrolidine-1-sulfonamido)benzamide